The molecule is a hydrochloride salt resulting from the reaction of equimolar amounts of ent-diltiazem and hydrogen chloride. It has a role as a potassium channel blocker. It contains an ent-diltiazem(1+). It is an enantiomer of a diltiazem hydrochloride. CC(=O)O[C@H]1[C@H](SC2=CC=CC=C2N(C1=O)CCN(C)C)C3=CC=C(C=C3)OC.Cl